(2R,3R,4S)-4-guanidino-3-(prop-1-en-2-ylamino)-2-((1R,2R)-1,2,3-trihydroxypropyl)-3,4-dihydro-2H-pyran-6-carboxylic acid N(C(=N)N)[C@@H]1[C@H]([C@@H](OC(=C1)C(=O)O)[C@@H]([C@@H](CO)O)O)NC(=C)C